N(=[N+]=[N-])[C@](C)(CC)C1=CN=C(C2=CN=C(C=C12)Cl)OC (R)-4-(2-azidobut-2-yl)-6-chloro-1-methoxy-2,7-naphthyridine